COC=1C=C(C=CC1OC)C1=CC=NC=2N1N=C(C2)C(=O)N2[C@@H](CNCC2)C(C2=C(C=NC=C2)C)=O (S)-(7-(3,4-dimethoxyphenyl)pyrazolo[1,5-a]pyrimidin-2-yl)(3-methyl-4-picolinoylpiperazin-1-yl)methanone